Ethyl 3-(furan-2-ylamino)-3-oxopropanoate O1C(=CC=C1)NC(CC(=O)OCC)=O